(S,E)-N-(1-(2-fluoro-4-(pentafluoro-λ6-sulfanyl)phenyl)ethylidene)-2-methylpropane-2-sulfinamide FC1=C(C=CC(=C1)S(F)(F)(F)(F)F)\C(\C)=N\[S@@](=O)C(C)(C)C